6-(3-((4-Methyl-4H-1,2,4-triazol-3-yl)methyl)oxetan-3-yl)-2-(3-methyl-5-(((2,2,2-trifluoroethyl)amino)methyl)phenyl)isoindolin-1-one CN1C(=NN=C1)CC1(COC1)C1=CC=C2CN(C(C2=C1)=O)C1=CC(=CC(=C1)CNCC(F)(F)F)C